rhodium, rhodium salt [Rh].[Rh]